1-tridecanoyl-sn-glycerol C(CCCCCCCCCCCC)(=O)OC[C@@H](O)CO